2-chloro-3-ethoxybenzaldehyde ClC1=C(C=O)C=CC=C1OCC